(1S)-1-(4-ethynylphenyl)ethanamine C(#C)C1=CC=C(C=C1)[C@H](C)N